CC=1SC=C(N1)NC1=NC=CC(=C1)C1=CC(NC(=C1)N1C(COCC1)C(F)(F)F)=O 4-[2-[(2-Methylthiazol-4-yl)amino]-4-pyridyl]-6-[3-(trifluoromethyl)morpholin-4-yl]-1H-pyridin-2-one